(S)-3-((1-methylpyrrolidin-2-yl)methoxy)-1-(piperazin-1-yl)-6-(quinazolin-4-yl)-5,6,7,8-tetrahydro-2,6-naphthyridine-4-carbonitrile Hydrochloride Cl.CN1[C@@H](CCC1)COC=1N=C(C=2CCN(CC2C1C#N)C1=NC=NC2=CC=CC=C12)N1CCNCC1